C1=CC=CC=2C3=CC=CC=C3C(C12)COC(=O)N([C@H](C(=O)OC(C)(C)C)CCC=1C=NC=CC1)C tert-Butyl (S)-2-((((9H-fluoren-9-yl)methoxy)carbonyl)(methyl)amino)-4-(pyridin-3-yl)butanoate